C(C)(C)(C)OC(N(C)[C@@H]1CN(CC1)C1=CC=2C(=C(N=NC2N[C@H](C)C2=C(C(=CC=C2)C#N)C)C)C=N1)=O.C(CCC)OC1=CC(=CC2=CC3=C(C=C(C=C3C=C12)OCCCC)OCCCC)OCCCC 1,3,5,7-tetrabutyloxyanthracene tert-butyl-((S)-1-(1-(((R)-1-(3-cyano-2-methylphenyl)ethyl)amino)-4-methylpyrido[3,4-d]pyridazin-7-yl)pyrrolidin-3-yl)(methyl)carbamate